ClC=1C=CC=C2[C@H](CCOC12)NC(=O)NC1=NN(C(=C1)C)C1=CC(=CC=C1)S(=O)(=O)C 1-[(4S)-8-chlorochroman-4-yl]-3-[5-methyl-1-(3-methylsulfonylphenyl)pyrazol-3-yl]urea